ClC(=O)ONC(=O)C=1C(=C(C=CC1)C1=CC=CC=C1)C N-((chlorocarbonyl)oxy)-2-methyl-[1,1'-biphenyl]-3-carboxamide